[N+](=O)([O-])C1=CC=C(C=C1)C1=NN=C(O1)CN1CCC2(CC1)OC1=CC=CC=C1C(C2)=O 1'-((5-(4-nitrophenyl)-1,3,4-oxadiazol-2-yl)methyl)spiro[chromane-2,4'-piperidin]-4-one